(R)-N-(2,4-dimethoxybenzyl)-4-(3-(dimethylamino)-3-(3-(trifluoromethyl)phenethyl)piperidin-1-yl)-2-methyl-N-(pyrimidin-4-yl)benzenesulfonamide COC1=C(CN(S(=O)(=O)C2=C(C=C(C=C2)N2C[C@](CCC2)(CCC2=CC(=CC=C2)C(F)(F)F)N(C)C)C)C2=NC=NC=C2)C=CC(=C1)OC